CC=1C=C(C=CC1)[C@H]1OC1 (R)-(3-methylphenyl)-oxirane